2-hydroxy-2-(3-methoxy-1,2-oxazol-5-yl)-3-methylbutanenitrile OC(C#N)(C(C)C)C1=CC(=NO1)OC